1-(3-methylpyridin-4-yl)-5-(trifluoromethyl)-1H-pyrazole-4-carboxamide CC=1C=NC=CC1N1N=CC(=C1C(F)(F)F)C(=O)N